1-methyl-N-(6-(1-methyl-1H-imidazol-5-yl)isoquinolin-3-yl)piperidine-4-carboxamide CN1CCC(CC1)C(=O)NC=1N=CC2=CC=C(C=C2C1)C1=CN=CN1C